2-cyano-N-(1-(5-(3-cyano-6-(2-hydroxy-2-methylpropoxy)pyrazolo[1,5-a]pyridin-4-yl)pyridin-2-yl)-4-methylpiperidin-4-yl)benzamide C(#N)C1=C(C(=O)NC2(CCN(CC2)C2=NC=C(C=C2)C=2C=3N(C=C(C2)OCC(C)(C)O)N=CC3C#N)C)C=CC=C1